C1=C(C=CC=CC=CCCCCCCCCCCCC(=O)O)O1 epoxy-eicosatetraenoic acid